NC1=NC2=C(N1[C@H](CCCCNC(OC(C)(C)C)=O)C)C(=CC=C2)C2=NC(=NO2)C tert-butyl (S)-(5-(2-amino-7-(3-methyl-1,2,4-oxadiazol-5-yl)-1H-benzo[d]imidazol-1-yl)hexyl)carbamate